(S)-1,1-diphenyl-1,2-propanediol C1(=CC=CC=C1)C([C@H](C)O)(O)C1=CC=CC=C1